4-((4-(2-(3,5-dichloro-4-(3-chloropropoxy)phenyl)propan-2-yl)phenoxy)methyl)-1-trityl-1H-imidazole ClC=1C=C(C=C(C1OCCCCl)Cl)C(C)(C)C1=CC=C(OCC=2N=CN(C2)C(C2=CC=CC=C2)(C2=CC=CC=C2)C2=CC=CC=C2)C=C1